N1C[C@H](CC1)C1=C(C(=O)N)C=CC(=N1)C(F)(F)F ((S)-pyrrolidin-3-yl)-6-(trifluoromethyl)nicotinamide